ClC=1N=C(SC1)C=1N=NN(C1)[C@@H]1[C@H]([C@@H](SC2=CC3=C(N=CS3)C=C2C#N)O[C@@H]([C@@H]1O)CO)OC 5-Cyano-1,3-benzothiazol-6-yl 3-[4-(4-chlorothiazol-2-yl)-1H-1,2,3-triazol-1-yl]-3-deoxy-2-O-methyl-1-thio-α-D-galactopyranoside